5-methylpyridin-2(1H)-one CC=1C=CC(NC1)=O